(2R,3S,4R,5S)-5-azido-2-(azidomethyl)-4-fluoro-6-hydroxytetrahydro-2H-pyran-3-yl 4-nitrobenzoate [N+](=O)([O-])C1=CC=C(C(=O)O[C@H]2[C@H](OC([C@@H]([C@H]2F)N=[N+]=[N-])O)CN=[N+]=[N-])C=C1